2-butyl-3-(2,6-dimethoxyphenyl)-6-hydroxy-5-{[4-(1,2,4-oxadiazol-3-yl)phenyl]methyl}-3,4-dihydropyrimidin-4-one C(CCC)C1=NC(=C(C(N1C1=C(C=CC=C1OC)OC)=O)CC1=CC=C(C=C1)C1=NOC=N1)O